C(C)[C@]1(C(OCC=2C(N3CC=4C(=NC=5C=C(C(=C6C5C4CCC6)OCCO)F)C3=CC21)=O)=O)O (S)-9-ethyl-5-fluoro-9-hydroxy-4-(2-hydroxyethoxy)-1,2,3,9,12,15-hexahydro-10H,13H-benzo[de]pyrano[3',4':6,7]indolizino[1,2-b]quinoline-10,13-dione